3-([1,1':3',1''-Terphenyl]-2'-yl(4-(tert-butyl)pyridin-2-yl)amino)phenol C1(=CC=CC=C1)C1=C(C(=CC=C1)C1=CC=CC=C1)N(C=1C=C(C=CC1)O)C1=NC=CC(=C1)C(C)(C)C